O=C1C(O)=C([O-])[C@H](O1)[C@@H](O)CO.[K+] (+)-potassium ascorbate